FC=1C=C(C(=NC1)OC)C=O 5-fluoro-2-methoxy-pyridine-3-carbaldehyde